4-methoxy-3-(p-tolylamino)butanoic acid COCC(CC(=O)O)NC1=CC=C(C=C1)C